O[C@@H]1C[C@H](N(C1)C(C(C(C)C)C1=CC(=NO1)C)=O)C(=O)O (2S,4R)-4-hydroxy-1-[3-methyl-2-(3-methylisoxazol-5-yl)butanoyl]Pyrrolidine-2-carboxylic acid